3-(5-(4-(((S)-2-methylpyrrolidin-1-yl)methyl)pyridin-2-yl)-1-oxoisoindolin-2-yl)piperidine-2,6-dione C[C@@H]1N(CCC1)CC1=CC(=NC=C1)C=1C=C2CN(C(C2=CC1)=O)C1C(NC(CC1)=O)=O